N-(4-(2-(2-(1-(4-Bromophenyl)-3-(4-fluorophenyl)-1H-pyrazol-4-yl)-5-methyl-4-oxooxazolidin-3-yl)ethyl)-2-fluorophenyl)acetamide BrC1=CC=C(C=C1)N1N=C(C(=C1)C1OC(C(N1CCC1=CC(=C(C=C1)NC(C)=O)F)=O)C)C1=CC=C(C=C1)F